I[C@H]1[C@@H](CCCC1)CCCC (1r,2r)-1-iodo-2-butylcyclohexane